O=C1CCN(CC1)C(=O)C1=CC=C(C=C1)C1=C2CNCC2=CC=C1 4-(4-(4-oxopiperidine-1-carbonyl)phenyl)isoindolin